4-benzoxazineOne O1N=CC(C2=C1C=CC=C2)=O